methyl 1-methylindole-6-carboxylate CN1C=CC2=CC=C(C=C12)C(=O)OC